4-amino-N-methyl-N-((1S)-5-(trifluoromethoxy)-2,3-dihydro-1H-inden-1-yl)-1,3-dihydrofuro[3,4-c]quinoline-8-carboxamide NC1=NC=2C=CC(=CC2C2=C1COC2)C(=O)N([C@H]2CCC1=CC(=CC=C21)OC(F)(F)F)C